C(C(=C)C)(=O)OCCC[Si](OC)(OC)OC (Trimethoxysilyl)propyl methacrylate